tert-butyl (3S)-3-[(1R)-2-[[6-[(1-acetylazetidin-3-yl)amino]-2-(4-methyl-1-piperidyl)pyrimidine-4-carbonyl]amino]-1-hydroxy-ethyl]-7-hydroxy-3,4-dihydro-1H-isoquinoline-2-carboxylate C(C)(=O)N1CC(C1)NC1=CC(=NC(=N1)N1CCC(CC1)C)C(=O)NC[C@@H](O)[C@H]1N(CC2=CC(=CC=C2C1)O)C(=O)OC(C)(C)C